C(C)OC(=O)OC(C(=O)OC(C)C)(C)C Isopropyl α-(ethoxycarbonyl)oxyisobutyrate